C1=CC=C(C(=C1)CC(=O)O)NC2=C(C=C(C=C2Cl)O)Cl The molecule is a monocarboxylic acid that is the 4'-hydroxylated metabolite of diclofenac. It has a role as a drug metabolite and an allergen. It is a monocarboxylic acid, a dichlorobenzene, a secondary amino compound and a member of phenols. It derives from a diclofenac.